BrC=1C=C(C(=NC1)CN1CCC(CC1)C(=O)OC)C methyl 1-((5-bromo-3-methylpyridin-2-yl)methyl)piperidine-4-carboxylate